benzyl 6-(4-fluorophenyl)-4-hydroxy-1-(2-morpholinoethyl)-2-oxo-1,2-dihydro-1,8-naphthyridine-3-carboxylate FC1=CC=C(C=C1)C=1C=C2C(=C(C(N(C2=NC1)CCN1CCOCC1)=O)C(=O)OCC1=CC=CC=C1)O